6-((6-(2-fluoro-6-methoxyphenyl)-5-nitropyridin-2-yl)amino)-N-((1R,2R)-2-hydroxycyclobutyl)-4-((S)-3-hydroxypiperidin-1-yl)nicotinamide FC1=C(C(=CC=C1)OC)C1=C(C=CC(=N1)NC1=NC=C(C(=O)N[C@H]2[C@@H](CC2)O)C(=C1)N1C[C@H](CCC1)O)[N+](=O)[O-]